4-butyl-1,2,4-triazole hydroxide [OH-].C(CCC)N1C=NN=C1